2-bromo-β-nitro-styrene BrC1=C(C=C[N+](=O)[O-])C=CC=C1